1-[2-(6-Chloro-7-fluoro-imidazo[1,2-a]pyridine-3-yl)-pyrimidin-4-yl]-piperidine-3-carboxylic acid ClC=1C(=CC=2N(C1)C(=CN2)C2=NC=CC(=N2)N2CC(CCC2)C(=O)O)F